COC1=C(C=CC(=C1)OC)CNC(=O)C1=CC2=C(C(=N1)C=1N=C(OC1C=O)C=1N(N=C(C1OCC1=CC=C(C=C1)OC)C)CC)C=NN2C N-[(2,4-dimethoxyphenyl)methyl]-4-[2-[2-ethyl-4-[(4-methoxyphenyl)methoxy]-5-methyl-pyrazol-3-yl]-5-formyl-oxazol-4-yl]-1-methyl-pyrazolo[4,3-c]pyridine-6-carboxamide